methyl 3-methoxy-4-((2-methoxy-2-phenylvinyl)oxy)benzoate COC=1C=C(C(=O)OC)C=CC1OC=C(C1=CC=CC=C1)OC